((3aS,4R,6aR)-5-benzyl-2,2-dimethyltetrahydro-4H-[1,3]dioxolo[4,5-c]pyrrol-4-yl)methanol phosphate salt P(=O)(O)(O)O.C(C1=CC=CC=C1)N1C[C@@H]2[C@H]([C@H]1CO)OC(O2)(C)C